2-methyl-5-vinylpyridine methyl-methacrylate COC(C(=C)C)=O.CC1=NC=C(C=C1)C=C